C1=CC=C(C(=C1)C#N)Br bromoBenzonitrile